The molecule is an amino trisaccharide consisting of 2-acetamino-2-deoxy-beta-D-glucopyranose, beta-D-galactopyranose and D-glucopyranose residues joined in sequence by (1->4) glycosidic bonds. It is an amino trisaccharide and a member of acetamides. It derives from a lactose and a beta-D-GlcpNAc-(1->4)-beta-D-Galp. CC(=O)N[C@@H]1[C@H]([C@@H]([C@H](O[C@H]1O[C@H]2[C@H](O[C@H]([C@@H]([C@H]2O)O)O[C@@H]3[C@H](OC([C@@H]([C@H]3O)O)O)CO)CO)CO)O)O